4,6-bis(3,5-bis(pyridin-3-yl)phenyl)-2-(pyridin-3-yl)pyrimidine N1=CC(=CC=C1)C=1C=C(C=C(C1)C=1C=NC=CC1)C1=NC(=NC(=C1)C1=CC(=CC(=C1)C=1C=NC=CC1)C=1C=NC=CC1)C=1C=NC=CC1